(trimethoxy)silane CO[SiH](OC)OC